2,6-dimethyl-1,5-naphthyridine CC1=NC2=CC=C(N=C2C=C1)C